N-(2-methoxy-6-(2-(trifluoro-methoxy)eth-oxy)pyridin-3-yl)-7-methyl-quinolin-4-amine COC1=NC(=CC=C1NC1=CC=NC2=CC(=CC=C12)C)OCCOC(F)(F)F